CN(C(CCN1CC2=CC(=CC(=C2CC1)C)C=1N=C2C(=NC1)N(C=C2C2=CC(=C(C(=O)N(C)C)C=C2)C)S(=O)(=O)C2=CC=C(C)C=C2)=O)C 4-(2-(2-(3-(dimethylamino)-3-oxopropyl)-5-methyl-1,2,3,4-tetrahydroisoquinolin-7-yl)-5-tosyl-5H-pyrrolo[2,3-b]pyrazin-7-yl)-N,N,2-trimethylbenzamide